3-(prop-1-en-2-yl)-1H-pyrrole-1,2-dicarboxylic acid 1-(tert-butyl) 2-methyl ester COC(=O)C=1N(C=CC1C(=C)C)C(=O)OC(C)(C)C